FC1=NC(=CC=C1B(O)O)[2H] (2-fluoropyridin-3-yl-6-d)boronic acid